6-fluoro-5-(1-(3-fluoropropyl)-1H-benzo[d][1,2,3]triazol-6-yl)-4-methoxy-N-(1-(oxetan-3-yl)piperidin-4-yl)pyrrolo[2,1-f][1,2,4]triazin-2-amine FC=1C(=C2C(=NC(=NN2C1)NC1CCN(CC1)C1COC1)OC)C=1C=CC2=C(N(N=N2)CCCF)C1